C(C)C(CC)([N+](=O)[O-])CCCN(C)C 1-ethyl-(3-dimethylaminopropyl)-1-nitropropane